3-[4-[3-[4-[[4-[4-amino-3-(difluoromethyl)pyrazol-1-yl]cyclohexyl]methyl]piperazin-1-yl]prop-1-ynyl]-3-methyl-2-oxo-benzimidazol-1-yl]piperidine-2,6-dione NC=1C(=NN(C1)C1CCC(CC1)CN1CCN(CC1)CC#CC1=CC=CC=2N(C(N(C21)C)=O)C2C(NC(CC2)=O)=O)C(F)F